[Cl-].C(O)CN.OCC[N+](C)(C)C Choline monoethanolamine chloride